3,5'-Dichloro-4-((3,5-difluoropyridin-2-yl)methoxy-d2)-2'-(3-(2-hydroxypropan-2-yl)-1H-pyrazol-1-yl)-6-methyl-2H-[1,4'-bipyridin]-2-one ClC=1C(N(C(=CC1OC([2H])([2H])C1=NC=C(C=C1F)F)C)C1=CC(=NC=C1Cl)N1N=C(C=C1)C(C)(C)O)=O